FC1=CC=CC2=C1N=C(S2)N(CC#C)CCC2=C(C=C(C=C2)OC)F 4-fluoro-N-(2-fluoro-4-methoxyphenethyl)-N-(prop-2-yn-1-yl)benzo[d]thiazol-2-amine